tert-butyl 4-(3-cyano-4-methoxycarbonyl-phenyl)-3,3-dimethyl-piperazine-1-carboxylate C(#N)C=1C=C(C=CC1C(=O)OC)N1C(CN(CC1)C(=O)OC(C)(C)C)(C)C